C[C@H]1C(C[C@H]2[C@@H]3CC[C@H]([C@H]2C1)C3)=O |r| (1RS,2SR,5RS,7RS,8SR)-5-methyltricyclo[6.2.1.0~2,7~]undecan-4-one